COC1=C(C(=CC=C1)OC)N1C(=NC=2C1=NC(=C(N2)CO)NS(=O)(=O)C)C2=NC(=CC=C2)OCC N-(1-(2,6-Dimethoxyphenyl)-2-(6-ethoxypyridin-2-yl)-5-(hydroxymethyl)-1H-imidazo[4,5-B]pyrazin-6-yl)methanesulfonamide